[2-[[tert-butyl(dimethyl)silyl]oxymethyl]-2,3-dihydrobenzofuran-5-yl]boronic acid [Si](C)(C)(C(C)(C)C)OCC1OC2=C(C1)C=C(C=C2)B(O)O